P(=O)([O-])([O-])[O-].[Cr+6].P(=O)([O-])([O-])[O-] chromium(VI) phosphate